COC1=NC(=NC(=C1C(F)(F)F)OC)C1=NC=CC=C1 4,6-dimethoxy-2-(2-pyridyl)-5-trifluoromethylpyrimidine